CC(CN[C@@H]1CSC2=C(C1)C(=C(C(=C2)O)N2CC(NS2(=O)=O)=O)F)C(C)C 5-{(3S)-3-[(2,3-dimethylbutyl)amino]-5-fluoro-7-hydroxy-3,4-dihydro-2H-1-benzothiopyran-6-yl}-1λ6,2,5-thiadiazolidine-1,1,3-trione